3,5-diamino-4-methylphenol NC=1C=C(C=C(C1C)N)O